CN1CCC(CC1)CCN1N=CC=C1C(=O)[O-].[Li+] lithium 1-(2-(1-methylpiperidin-4-yl) ethyl)-1H-pyrazole-5-carboxylate